(R)-1-(benzofuran-2-yl)-2-(methylamino)propan-1-one O1C(=CC2=C1C=CC=C2)C([C@@H](C)NC)=O